N-(2,3-dihydro-1H-inden-4-yl)pivaloyl-amide C1CCC2=C(C=CC=C12)[N-]C(C(C)(C)C)=O